C(C)(C)(C)OC(=O)N1CCC(CC1)C1=NN(C=C1)C1=NC(=C2N=C(NC2=N1)C1=CC=NC=C1)N1CCOCC1 4-(1-(6-morpholino-8-(pyridin-4-yl)-9H-purin-2-yl)-1H-pyrazol-3-yl)piperidine-1-carboxylic acid tert-butyl ester